PYRROLO[1,2-C]PYRIMIDINE-1-CARBOXALDEHYDE C1(=NC=CC=2N1C=CC2)C=O